OC1C(CCCC1N1C2=CC=CC=C2OC=2C=CC=CC12)NS(=O)(=NC)C1=CC=C(C=C1)OC(F)(F)F N-[2-hydroxy-3-(10H-phenoxazin-10-yl)cyclohexyl]-N'-methyl-4-(trifluoromethoxy)benzene-1-sulfonimidoamide